[C@@H]12CCCCCC[C@H]2C1 (1R,8S,9S)-bicyclo[6.1.0]nonane